5-chloro-N2-(1-ethyl-1H-pyrazol-4-yl)-N4-(6-azaspiro[2.5]octan-4-yl)-7H-pyrrolo[2,3-d]pyrimidine-2,4-diamine ClC1=CNC=2N=C(N=C(C21)NC2C1(CC1)CCNC2)NC=2C=NN(C2)CC